phenylpropionic acid, 3,5-bis(1,1-dimethylethyl)-4-hydroxy-octadecyl ester C1(=CC=CC=C1)C(C(=O)OCCC(C(C(CCCCCCCCCCCCC)C(C)(C)C)O)C(C)(C)C)C